BrC1=CC(=C(C=C1)C(CC#N)=O)OC 3-(4-bromo-2-methoxyphenyl)-3-oxopropanenitrile